FC=1C=C(C=C(C1)F)[C@@H]1CCN2N1C(C1(C2)CCN(CC1)C1=NC=NC(=C1)N1C=NC(=C1)C)=O (S)-7'-(3,5-difluorophenyl)-1-(6-(4-methyl-1H-imidazol-1-yl)pyrimidin-4-yl)dihydro-1'H,3'H,5'H-spiro[piperidine-4,2'-pyrazolo[1,2-a]pyrazol]-1'-one